OC(CONC(C1=CC=CC=C1)=O)(C)C N-(2-hydroxy-2-methylpropoxy)benzamide